ClC1=C2C(=C(N=N1)N[C@H]1CN(CCC1)CC)N=C(C=C2)C 5-chloro-N-[(3R)-1-ethyl-3-piperidyl]-2-methyl-pyrido[2,3-d]pyridazin-8-amine